carbamic acid tert-butyl-potassium salt C(C)(C)(C)[K].C(N)(O)=O